C(C=C)(=O)OCCCCO[Si](OC)(OC)C(=O)O gamma-acryloyloxypropyl-carboxyl-trimethoxysilane